ClC1=CC(=C(C=C1)N1C2CNC(C1)C2)F 5-(4-chloro-2-fluorophenyl)-2,5-diazabicyclo[2.2.1]heptan